CN(CCC=1C(=CC(N(C1)C(C(=O)O)[C@@H](CC)C)=O)C(F)(F)F)C (3R)-2-(5-(2-(dimethylamino)ethyl)-2-oxo-4-(trifluoromethyl)pyridin-1(2H)-yl)-3-methylpentanoic acid